((R)-3-hydroxy-3-methylcyclobutyl)methanon OC1(CC(C1)C=O)C